COC(C1CC2(CN(C2)C(=O)OCC2=CC=CC=C2)C1)OC benzyl 6-(dimethoxymethyl)-2-azaspiro[3.3]heptane-2-carboxylate